(2S,3R,4R,5S)-1-(4-cyclopropyl-2,6-difluorophenethyl)-2-(hydroxymethyl)piperidine-3,4,5-triol C1(CC1)C1=CC(=C(CCN2[C@H]([C@H]([C@@H]([C@H](C2)O)O)O)CO)C(=C1)F)F